P(O)(=O)(OP(=O)(O)O)OC[C@@H]1[C@H]([C@H]([C@@H](O1)N1C(=O)N=C(N)C(=C1)C)O)O 5-methylcytidine diphosphate